OCCC1(CC1)NC(OC(C)(C)C)=O tert-butyl [1-(2-hydroxyethyl)cyclopropyl]carbamate